N-sulfo-maleimide S(=O)(=O)(O)N1C(C=CC1=O)=O